C1S(=O)(=O)OCCOS1(=O)=O dimethylene methanedisulfonate